[N+](=O)([O-])C1=C(C=CC(=C1)[N+](=O)[O-])N\N=C\CN(C(OCC1=CC=CC=C1)=O)C benzyl (E)-(2-(2-(2,4-dinitrophenyl)hydrazineylidene)ethyl)(methyl)carbamate